tert-butyl 4-(chloromethyl)-7-methyl-5-(trifluoromethyl)-1H-indole-1-carboxylate ClCC1=C2C=CN(C2=C(C=C1C(F)(F)F)C)C(=O)OC(C)(C)C